5,5'-((4-(ETHYLCARBAMOYL)PYRIDINE-2,6-DIYL)BIS(1H-1,2,3-TRIAZOLE-4,1-DIYL))BIS(3-(TRIFLUOROMETHYL)BENZOIC ACID) C(C)NC(=O)C1=CC(=NC(=C1)C=1N=NN(C1)C=1C=C(C=C(C(=O)O)C1)C(F)(F)F)C=1N=NN(C1)C=1C=C(C=C(C(=O)O)C1)C(F)(F)F